3-chloro-N-((5-chloro-4-(((ethyl(methyl)amino)methylene)amino)-2-methylphenyl)(methyl)(oxo)-λ6-sulfaneylidene)benzamide ClC=1C=C(C(=O)N=S(=O)(C)C2=C(C=C(C(=C2)Cl)N=CN(C)CC)C)C=CC1